C(C)(C)(C)NC(CN(C=1C2=C(N=C(N1)C=1C=C3C(=CN1)NN=C3)CCC2)C)=O N-tert-butyl-2-[methyl(2-{1H-pyrazolo[3,4-c]pyridin-5-yl}-5H,6H,7H-cyclopenta[d]pyrimidin-4-yl)amino]acetamide